5-(((2-chlorophenyl)(cyclopropyl)methyl)amino)-N-((R,E)-4-(methylsulfonyl)but-3-en-2-yl)-4-(trifluoromethyl)pyrimidine-2-carboxamide ClC1=C(C=CC=C1)C(C1CC1)NC=1C(=NC(=NC1)C(=O)N[C@H](C)\C=C\S(=O)(=O)C)C(F)(F)F